6-((4-(ethoxy(phenyl)methyl)-4-phenethylpiperidin-1-yl)methyl)-1,4-dihydro-2H-benzo[d][1,3]oxazin-2-one citrate C(CC(O)(C(=O)O)CC(=O)O)(=O)O.C(C)OC(C1(CCN(CC1)CC1=CC2=C(NC(OC2)=O)C=C1)CCC1=CC=CC=C1)C1=CC=CC=C1